[2-Chloro-5-(7-morpholin-4-yl-quinazolin-4-yl)-phenyl]imidazo-[1,2-a]pyrazin-8-yl-methanol ClC1=C(C=C(C=C1)C1=NC=NC2=CC(=CC=C12)N1CCOCC1)C(O)C=1C=2N(C=CN1)C=CN2